3,5-bis((allyloxy)methyl)-2,2,6,6-tetramethylheptane C(C=C)OCC(C(C)(C)C)CC(C(C)(C)C)COCC=C